C(C)(C)(C)OC(=O)N1CC2=CC(=CC=C2CC1)C1=NNC(O1)=O 7-(2-oxo-3H-1,3,4-oxadiazol-5-yl)-3,4-dihydro-1H-isoquinoline-2-carboxylic acid tert-butyl ester